(5-bromo-1-methyl-imidazol-2-yl)methanol BrC1=CN=C(N1C)CO